L-4-chlorophenoxyacetic acid ClC1=CC=C(OCC(=O)O)C=C1